C(C)OC1=CC=C(C=C1)N1C[C@@H]2[C@H](C1)CN(C2)C(=O)NC2CCOCC2 cis-5-(4-ethoxyphenyl)-N-(tetrahydro-2H-pyran-4-yl)hexahydropyrrolo[3,4-c]pyrrole-2(1H)-carboxamide